4-[2-(5-Chloropyridin-2-yl)-2-methyl-1,3-benzodioxol-4-yl]piperidine-1-carboxylic acid tert-butyl ester C(C)(C)(C)OC(=O)N1CCC(CC1)C1=CC=CC=2OC(OC21)(C)C2=NC=C(C=C2)Cl